(3-((2S,3S,4R)-2,3,4,5-tetrahydroxypentyl)-3,6-diazabicyclo[3.1.1]heptan-6-yl)ethan-1-one O[C@@H](CN1CC2N(C(C1)C2)C(C)=O)[C@@H]([C@@H](CO)O)O